ClC=1C=C(C=CC1)N1CC=CC2=CC(=CC=C12)F N-(3-chlorophenyl)-6-fluoroquinolin